FC1=C(C(=N)N)C=C(C=C1)OC=1C(=C2C=CNC2=C(C1F)F)F 2-fluoro-5-[(4,6,7-trifluoro-1H-indol-5-yl)oxy]benzamidine